3-bromo-4-methylaniline BrC=1C=C(N)C=CC1C